N(=C=S)C=1C=C2C(NC(NC2=CC1)=O)=O 6-isothiocyanato-2,4-quinazolindione